C(CCCCCCCCCCCCCCCCC)/C(/C(=O)[O-])=C\C(=O)O.[Na+].C(CC(O)(C(=O)O)CC(=O)O)(=O)OCCCCCCCCCCCCCCCCCC stearyl citrate sodium stearyl-fumarate